C(C)(C)(C)[C@]1(N(CCC1)C(=O)O)C(C)O.CN1S(=O)(=O)C2=CC=CC=C2C1=O N-methyl-saccharin Tert-butyl-(2S)-2-(1-hydroxyethyl)pyrrolidine-1-carboxylate